[2-(dimethylamino)ethyl]amino-5,8-dihydroxyanthracene-9,10-Dione CN(CCNC1=CC=CC=2C(C3=C(C=CC(=C3C(C12)=O)O)O)=O)C